ClC1=CC=C(C=C1)[C@@]1(N(C(C2=CC(=CC=C12)C(C)(C)O)=O)[C@@H](C)C1=NC=C(C=C1)Cl)OCC1(CC1)O (3R)-3-(4-chlorophenyl)-2-[(1S)-1-(5-chloropyridin-2-yl)ethyl]-3-[(1-hydroxycyclopropyl)methoxy]-6-(2-hydroxypropan-2-yl)-2,3-dihydro-1H-isoindol-1-one